1,4-dibromo-6,7-diphenylnaphthalene BrC1=CC=C(C2=CC(=C(C=C12)C1=CC=CC=C1)C1=CC=CC=C1)Br